COC1=CC=C(CN(C2=CC(=C(C(=N2)C2=C(C=C3C(=NC(=NC3=C2F)F)N2[C@H](CN(CC2)C(=O)OC(C)(C)C)C)F)I)C)CC2=CC=C(C=C2)OC)C=C1 tert-butyl (3S)-4-(7-(6-(bis(4-methoxybenzyl)amino)-3-iodo-4-methylpyridin-2-yl)-2,6,8-trifluoroquinazolin-4-yl)-3-methylpiperazine-1-carboxylate